ClC1=NC=CC=C1CCC 2-chloro-3-propylpyridine